FC=1C=C(C=NC1)NC(=O)C=1C=C2C(=NC1)NC=C2C2=CC=1N(C=C2)N=CC1C=1C=NC=CC1 N-(5-fluoropyridin-3-yl)-3-(3-(pyridin-3-yl)pyrazolo[1,5-a]pyridin-5-yl)-1H-pyrrolo[2,3-b]pyridine-5-carboxamide